COC=1C=C(/C=C/C=O)C=C(C1O)OC trans-3,5-dimethoxy-4-hydroxy-cinnamaldehyde